Biphenyl-4-yl-{1'-(naphthalene-1-yl)-[1,2':4',1'']terphenyl-4''-yl}-([1,1':4',1'']Terphenyl-4''-yl)-Amine C1(=CC=C(C=C1)N(C1=CC=C(C=C1)C1=CC=C(C=C1)C1=CC=CC=C1)C1=CC=C(C=C1)C1=CC(=C(C=C1)C1=CC=CC2=CC=CC=C12)C1=CC=CC=C1)C1=CC=CC=C1